6-Chloro-3-[(1R)-1-[2-(6,7-dihydro-4H-pyrazolo[5,1-c][1,4]oxazin-3-yl)-3,6-dimethyl-4-oxo-chromen-8-yl]ethoxy]pyridine-2-sulfonamide ClC1=CC=C(C(=N1)S(=O)(=O)N)O[C@H](C)C=1C=C(C=C2C(C(=C(OC12)C=1C=NN2C1COCC2)C)=O)C